4-naphthalic acid isonicotinyl hydrazide C(C1=CC=NC=C1)N(N)C(=O)C1=CC=CC2=CC=CC=C12